C[C@@H]1CCNC(OCC=2C(NC=C(C3=NNC4=CC=C(O1)C=C34)C2)=O)=O (13R)-13-methyl-8,14-dioxa-4,10,19,20-tetraazatetracyclo[13.5.2.12,6.018,21]tricosa-1(20),2,6(23),15,17,21-hexaene-5,9-dione